C1(=CC=CC=C1)C(C#CC1=C(C=CC=C1)N1CCCCC1)=O 1-phenyl-3-(2-(piperidin-1-yl)phenyl)prop-2-yn-1-one